(2S,4R)-1-((S)-2-amino-3,3-dimethylbutyryl)-4-hydroxy-N-((S)-1-(4-(4-Methylthiazol-5-yl)phenyl)ethyl)pyrrolidine-2-carboxamide hydrochloride Cl.N[C@H](C(=O)N1[C@@H](C[C@H](C1)O)C(=O)N[C@@H](C)C1=CC=C(C=C1)C1=C(N=CS1)C)C(C)(C)C